2,2-bis-(4-hydroxy-3-isopropylphenyl)propane OC1=C(C=C(C=C1)C(C)(C)C1=CC(=C(C=C1)O)C(C)C)C(C)C